ClC=1C(=CC(=C(C1)NC1=NC=NC2=CC=C(C=C12)NC(C=CCN(C)C)=O)C(C)(C)O)F N-(4-((5-chloro-4-fluoro-2-(2-hydroxypropan-2-yl)phenyl)amino)quinazolin-6-yl)-4-(dimethylamino)but-2-enamide